4-bromo-2,3-dimethylbenzene sulfide BrC1=C(C2(C(C=C1)S2)C)C